ClC1=NC=C(C2=CC=CC(=C12)F)N1N=CC(=C1C(F)(F)F)C(=O)NC=1C=NC(=C(C1)C#N)N1N=CC=N1 1-(1-Chloro-8-fluoroisoquinolin-4-yl)-N-(5-cyano-6-(2H-1,2,3-triazol-2-yl)pyridin-3-yl)-5-(trifluoromethyl)-1H-pyrazole-4-carboxamide